6-chloro-3-iodo-1-{[2-(trimethylsilyl)ethoxy]methyl}pyrazolo[3,4-b]pyridine ClC1=CC=C2C(=N1)N(N=C2I)COCC[Si](C)(C)C